3-(5-bromo-2-fluorophenyl)-N-[(1s,4s)-4-{[6-chloro-2-(trifluoromethyl)quinolin-4-yl]amino}cyclohexyl]propanamide BrC=1C=CC(=C(C1)CCC(=O)NC1CCC(CC1)NC1=CC(=NC2=CC=C(C=C12)Cl)C(F)(F)F)F